(R)-(5-cyclopropyl-1,3,4-thiadiazol-2-yl)(4-(pyrazolo[1,5-a]pyridin-2-yl)-1,4,6,7-tetrahydro-5H-imidazo[4,5-c]pyridin-5-yl)methanone C1(CC1)C1=NN=C(S1)C(=O)N1[C@H](C2=C(CC1)NC=N2)C2=NN1C(C=CC=C1)=C2